OCCCC=C(C(=O)OS(=O)[O-])C Hydroxypropylmethacryloylhydrogensulfit